2-(3-(aminomethyl)phenyl)-N-(3-(diethylamino)propyl)benzo[d]imidazo[2,1-b]thiazole-7-carboxamide hemi-formate C(=O)O.NCC=1C=C(C=CC1)C=1N=C2SC3=C(N2C1)C=CC(=C3)C(=O)NCCCN(CC)CC.NCC=3C=C(C=CC3)C=3N=C1SC2=C(N1C3)C=CC(=C2)C(=O)NCCCN(CC)CC